4-(4-glycyl-1,4-diazepan-1-yl)-6,7-dimethoxyquinoline-3-carbonitrile hydrochloride Cl.NCC(=O)N1CCN(CCC1)C1=C(C=NC2=CC(=C(C=C12)OC)OC)C#N